4-amino-1-(5-(3-((2-(4-aminobutanoyl)-6-methoxybenzo[b]selenophen-5-yl)oxy)propoxy)-6-methylbenzo[b]thiophen-2-yl)butan-1-one NCCCC(=O)C1=CC2=C(S1)C=C(C(=C2)OCCCOC2=CC1=C([Se]C(=C1)C(CCCN)=O)C=C2OC)C